(R)-tert-butyl (8-(quinolin-3-ylsulfonyl)-1-oxa-8-azaspiro[4.5]decan-3-yl)carbamate N1=CC(=CC2=CC=CC=C12)S(=O)(=O)N1CCC2(C[C@H](CO2)NC(OC(C)(C)C)=O)CC1